4-amino-3-methyl-1H-1,2,4-triazol-5(4H)-one NN1C(=NNC1=O)C